ClC=1C=C(C(=NC1)C1=CC=2N(C=C1)C=C(N2)C)C=2C=NN(C2)CC2(CCCC2)F 7-(5-chloro-3-(1-((1-fluorocyclopentyl)methyl)-1H-pyrazol-4-yl)pyridin-2-yl)-2-methylimidazo[1,2-a]pyridine